CC1=NC(=NO1)C1=CC=C2C=CN=C(C2=C1)NCCN1C=CC=2CCN(CC2C1=O)C(=O)O 7-(2-{[7-(5-methyl-1,2,4-oxadiazol-3-yl)isoquinolin-1-yl]amino}ethyl)-8-oxo-1,2,3,4,7,8-hexahydro-2,7-naphthyridine-2-carboxylic acid